2-((4-fluoro-2-methylphenyl)-amino)-N-(2-methoxy-6-((tetrahydro-2H-pyran-2-yl)oxy)pyridin-3-yl)-4-(trifluoromethyl)-benzamide FC1=CC(=C(C=C1)NC1=C(C(=O)NC=2C(=NC(=CC2)OC2OCCCC2)OC)C=CC(=C1)C(F)(F)F)C